BrCC1=C(C=CC=C1)C1=C(C=CC=C1)CBr 2,2'-bis-bromomethyl-biphenyl